C(C)OC1=CC=C(C=C1)N1[C@@H]2CN(C[C@H](C1)CC2(C)C)C=O ((1S,5S)-6-(4-ethoxyphenyl)-9,9-dimethyl-3,6-diazabicyclo[3.2.2]nonan-3-yl)methanone